(1R,3S,5S)-5-((allyloxy)methyl)-N-(6-bromo-3-methylpyridin-2-yl)-2-azabicyclo[3.1.0]hexane-3-carboxamide TFA salt OC(=O)C(F)(F)F.C(C=C)OC[C@]12C[C@H](N[C@@H]2C1)C(=O)NC1=NC(=CC=C1C)Br